COC(=O)[C@@]1(N(C=CC=CC1)C(=O)OCC1=CC=CC=C1)C (R)-2-methylazepine-1,2-dicarboxylic acid 1-benzyl ester 2-methyl ester